FC(C(=O)O)(F)F.N1[C@@H](C1)C(=O)OC (S)-methyl aziridine-2-carboxylate trifluoroacetic acid salt